4-(((6-((6-chloroimidazo[1,2-a]pyridin-2-yl)methoxy)pyrimidin-4-yl)amino)methyl)-3,5-dimethylbenzimidamide ClC=1C=CC=2N(C1)C=C(N2)COC2=CC(=NC=N2)NCC2=C(C=C(C(N)=N)C=C2C)C